(2S,5R)-1-(2'-chloro-4'-methoxy-[1,1'-biphenyl]-4-carbonyl)-5-(2-chlorophenyl)pyrrolidine-2-carboxylic acid ClC1=C(C=CC(=C1)OC)C1=CC=C(C=C1)C(=O)N1[C@@H](CC[C@@H]1C1=C(C=CC=C1)Cl)C(=O)O